FC(CCC)(C1=CC=CC=C1)F difluorophenylbutan